C(C)(C)(C)OC(=O)N1CC(=CC1)C1=C(C(=C(C=C1)F)C(=O)OC)F 3-(2,4-difluoro-3-(methoxycarbonyl)phenyl)-2,5-dihydro-1H-pyrrole-1-carboxylic acid tert-butyl ester